COC=1C(=NC(=CC1)N1C=NC2=C1C=CC(=C2)NC=2N=NC(=CC2)C)N2N=C(C=C2C)C#N 1-[3-Methoxy-6-[5-[(6-methylpyridazin-3-yl)amino]benzimidazol-1-yl]-2-pyridyl]-5-methyl-pyrazole-3-carbonitrile